3-n-butyl-1-ethyl-4-hydroxy-5-isopropylpyrazole C(CCC)C1=NN(C(=C1O)C(C)C)CC